2-chloro-β,β-difluoro-4-(trifluoromethyl)-phenylpropionic acid ClC1=C(C=CC(=C1)C(F)(F)F)C(C(=O)O)C(F)F